N-[(1S)-1-(dicyclopropyl-methyl)-2-oxo-2-[[1-[(1R)-1-[4-(2,2,2-trifluoroethyl)-1,2,4-triazol-3-yl]ethyl]pyrazol-4-yl]amino]ethyl]-2-isopropyl-pyrazole-3-carboxamide C1(CC1)C([C@@H](C(NC=1C=NN(C1)[C@H](C)C1=NN=CN1CC(F)(F)F)=O)NC(=O)C=1N(N=CC1)C(C)C)C1CC1